(-)-Benzyl 2-(6-(4-chlorophenyl)-2,4-dioxohexahydrobenzofuran-3a(4H)-yl)acetate ClC1=CC=C(C=C1)C1CC2C(CC(O2)=O)(C(C1)=O)CC(=O)OCC1=CC=CC=C1